((1-methyl-1H-tetrazol-5-yl)methoxy)-6-(trifluoromethyl)nicotinate CN1N=NN=C1COC1=C(C(=O)[O-])C=CC(=N1)C(F)(F)F